3-(2-(2,6-dioxopiperidin-3-yl)-1,3-dioxoisoindolin-5-yl)acrylate O=C1NC(CCC1N1C(C2=CC=C(C=C2C1=O)C=CC(=O)[O-])=O)=O